1-cyclopropyl-1-[4-[[(3,4-dimethylpyrimido[4',5':4,5]thieno[2,3-c]pyridazin-8-yl)amino]methyl]phenyl]ethanol C1(CC1)C(C)(O)C1=CC=C(C=C1)CNC1=NC=NC2=C1SC=1N=NC(=C(C12)C)C